3,5-dihydroxyphenyl methyl ketone CC(=O)C1=CC(=CC(=C1)O)O